7-methyl-5-((2-(trimethylsilyl)ethoxy)methyl)-5H-pyrrolo[2,3-b]pyrazine CC1=CN(C2=NC=CN=C21)COCC[Si](C)(C)C